1-(3,5-difluoro-4-((3-iodo-1-((2-(Trimethylsilyl)ethoxy)methyl)-1H-pyrrolo[2,3-b]pyridin-4-yl)oxy)phenyl)-3-((3-(hydroxymethyl)oxetan-3-yl)methyl)thiourea FC=1C=C(C=C(C1OC1=C2C(=NC=C1)N(C=C2I)COCC[Si](C)(C)C)F)NC(=S)NCC2(COC2)CO